N-(hexahydropyridin-4-ylmethyl)-6-(thiophen-3-yl)benzo[b]thiophene-2-carboxamide N1CCC(CC1)CNC(=O)C1=CC2=C(S1)C=C(C=C2)C2=CSC=C2